ClC=1C=C(NC2(CCC3(C(=CC4=CC=CC=C34)COCCC3=C(C=CC=C3)F)CC2)C(=O)O)C=CC1 (1s,4s)-4-(3-chloroanilino)-2'-{[2-(2-fluorophenyl)ethoxy]methyl}spiro[cyclohexane-1,1'-indene]-4-carboxylic acid